N-(tert-Butoxycarbonyl)-(S)-(+)-3-pyrrolidinol CC(C)(C)OC(=O)N1CC[C@@H](C1)O